ClC1=C(C=CC(=C1)Cl)C[C@H](C[C@H]([C@H](C(C)(C)C)O)N1N=CNC1=S)C 2-[(2R,4R,5S)-1-(2,4-dichloro-phenyl)-5-hydroxy-2,6,6-trimethylheptan-4-yl]-2,4-dihydro-3H-1,2,4-triazol-3-thion